(S)-N-(2-hydroxy-2-methylpropyl)-4-(2-methylpyrrolidine-1-carbonyl)-5-(6-(tert-amylamino)-4-(trifluoromethyl)pyridin-3-yl)thiazole-2-carboxamide OC(CNC(=O)C=1SC(=C(N1)C(=O)N1[C@H](CCC1)C)C=1C=NC(=CC1C(F)(F)F)NC(C)(C)CC)(C)C